C(C)(C)OCCNC1CCN(CC1)C1=CC(=C2C(=N1)C(=CS2)C(=O)NC)C(F)(F)F 5-[4-(2-isopropoxyethylamino)-1-piperidinyl]-N-methyl-7-(trifluoromethyl)thieno[3,2-b]pyridine-3-carboxamide